((7-(((5S,8S,10aR)-3-acetyl-8-(methyl(phenyl)carbamoyl)-6-oxodecahydro-pyrrolo[1,2-a][1,5]diazocin-5-yl)carbamoyl)naphthalen-2-yl)methyl)phosphonic acid C(C)(=O)N1CC[C@@H]2N(C([C@H](C1)NC(=O)C1=CC=C3C=CC(=CC3=C1)CP(O)(O)=O)=O)[C@@H](CC2)C(N(C2=CC=CC=C2)C)=O